C(C)NC(=O)NC1=NN(C(=C1)CN1CCC(CC1)C=1C(=NC(=CC1)N1N=CC=C1)C)C 1-ethyl-3-(1-methyl-5-((4-(2-methyl-6-(1H-pyrazol-1-yl)pyridin-3-yl)piperidin-1-yl)methyl)-1H-pyrazol-3-yl)urea